FC(=C)C(F)F 2,3,3-trifluoro-1-propene